COC1=C2CN(C(C2=CC(=C1)C)=O)C1C(NC(CC1)=O)=O 3-(4-methoxy-6-methyl-1-oxoisoindolin-2-yl)piperidine-2,6-dione